NC1=NNC=C1 amino-pyrazole